FC(C=1C=C(CN2C=C(C=3C2=NC=CC3)/C=C(/C(=O)OCCCCCO)\C#N)C=C(C1)C(F)(F)F)(F)F 5-hydroxypentyl (E)-3-(1-(3,5-bis(trifluoromethyl)benzyl)-1H-pyrrolo[2,3-b]pyridin-3-yl)-2-cyanoacrylate